fluoro-([1,1'-biphenyl]-3-yl)-phenylboronic acid FC=1C(=C(C=CC1)B(O)O)C=1C=C(C=CC1)C1=CC=CC=C1